CC1=CC=C(C=C1)S(=O)(=O)OCCOCCOCCNS(=O)(=O)C1=CC=C(C=C1)NC1=NC=C(C(=N1)NC1=C(C(=CC=C1)F)C(N)=O)Br 2-[2-[2-[[4-[[5-bromo-4-(2-carbamoyl-3-fluoro-anilino)pyrimidin-2-yl]amino]phenyl]sulfonylamino]ethoxy]ethoxy]ethyl 4-methylbenzenesulfonate